fluoro-8-methyl-3,4-dihydro-1H-quinolin-2-one FN1C(CCC2=CC=CC(=C12)C)=O